C[C@H](CC1=NC(=CC(=N1)N1C[C@@H]2C([C@@H]2C1)CC(=O)N)C(F)(F)F)CCN=[N+]=[N-] ((1R,5S,6R)-3-(2-((S)-2-methylazidobutan-1-yl)-6-(trifluoromethyl)pyrimidin-4-yl)-3-azabicyclo[3.1.0]hex-6-yl)acetamide